(phenylthiophenyl)diphenylsulfonium C1(=CC=CC=C1)C1=C(SC=C1)[S+](C1=CC=CC=C1)C1=CC=CC=C1